(2R,3S)-3-(2-((5-bromoquinoxalin-6-yl)amino)-4,5-dihydro-1H-imidazole-1-carbonyl)-2-((1-methyl-1H-imidazol-5-yl)methyl)pentyl butyrate C(CCC)(=O)OC[C@@H]([C@H](CC)C(=O)N1C(=NCC1)NC=1C(=C2N=CC=NC2=CC1)Br)CC1=CN=CN1C